C(CCCC=CC)(=O)[O-] 5-heptenoate